CCCCC[C@@H](/C=C/C=C\C/C=C\C/C=C\CCCC(=O)O)OO 15S-Hydroperoxyeicosatetraenoic Acid